CC1(C(NC(N(C1)CC1(CCC(CC1)=O)C)=O)=O)C 5,5-Dimethyl-1-((1-methyl-4-oxocyclohexyl)methyl)dihydropyrimidine-2,4(1H,3H)-dione